(2R)-1-[2-[5-bromo-2-(8-chloro-4-oxo-chromen-2-yl)-4-methyl-phenoxy]acetyl]pyrrolidine-2-carboxylic acid BrC=1C(=CC(=C(OCC(=O)N2[C@H](CCC2)C(=O)O)C1)C=1OC2=C(C=CC=C2C(C1)=O)Cl)C